COC(=O)C=1N(C=CC1)C1=NC=C(C(=O)OC)C=C1[N+](=O)[O-] methyl 6-(2-(methoxycarbonyl)-1H-pyrrol-1-yl)-5-nitronicotinate